CC1=NC(=NO1)C1=CC=C2C=CN=C(C2=C1)NCCN1CC2=C(C1)C=C(S2)C(=O)OCC ethyl 5-(2-{[7-(5-methyl-1,2,4-oxadiazol-3-yl) isoquinolin-1-yl] amino} ethyl)-4H,5H,6H-thieno[2,3-c]pyrrole-2-carboxylate